C12CC(CC2C1)OC=1C=C(C(=O)O)C=CC1C(NS(N(C)C)(=O)=O)=O 3-(bicyclo[3.1.0]hexan-3-yloxy)-4-((N,N-dimethylsulfamoyl)carbamoyl)benzoic acid